2,6-difluorophenyl-4-methyl-2,4-dihydro-[1,2,4]triazolo[4,3-a][1,4]benzodiazepin-1-one FC1=C(C(=CC=C1)F)N1N=C2N(C3=C(C=NC2C)C=CC=C3)C1=O